O=C1NC2(C(N1)=O)CN(CCC2)C(=O)OCC2=CC=CC=C2 Benzyl 2,4-dioxo-1,3,7-triazaspiro[4.5]decane-7-carboxylate